3-(4-pyridyl)-N-[3-(tetrazol-1-yl)phenyl]-1H-indazol-5-amine N1=CC=C(C=C1)C1=NNC2=CC=C(C=C12)NC1=CC(=CC=C1)N1N=NN=C1